C(#N)C(C(=O)OCC)(CCCCCCCC\C=C/C\C=C/CCCCC)CCCCCCCC\C=C/C\C=C/CCCCC (11Z,14Z)-ethyl 2-cyano-2-((9Z,12Z)-octadeca-9,12-dien-1-yl)icosa-11,14-dienoate